C(CCCCC)(=O)OCCCCCC Hexyl Hexanoate